O1CCN(CC1)C1=CC(=NC=C1)NC=1SC2=C(N1)C=CC(=C2)C2=CC=NC=C2 N-(4-morpholinopyridin-2-yl)-6-(pyridin-4-yl)-benzo[d]thiazol-2-amine